NC1=C(C(=O)NC2=CC(=NC=C2)C#CC(C)(C)O)C=C(C=N1)Br 2-amino-5-bromo-N-(2-(3-hydroxy-3-methylbut-1-yn-1-yl)pyridin-4-yl)nicotinamide